S1C(=CC=C1)C(=O)NC=1C=C(C=CC1)C=1N=C(C2=C(N1)SC=C2)NC(P(O)(O)=O)P(O)(O)=O (((2-(3-(thiophene-2-carboxamido)phenyl)thieno[2,3-d]pyrimidin-4-yl)amino)methylene)bis(phosphonic acid)